(11R)-6-(2,6-Dimethylphenyl)-11-isobutyl-9-oxa-2λ6-thia-3,5,12,19-tetrazatricyclo[12.3.1.14,8]nonadeca-1(18),4(19),5,7,14,16-hexaene 2,2-dioxide CC1=C(C(=CC=C1)C)C1=NC=2NS(C=3C=CC=C(CN[C@@H](COC(=C1)N2)CC(C)C)C3)(=O)=O